(1S,4S)-2-(5-bromopyridin-2-yl)-2,5-diazabicyclo[2.2.1]heptane BrC=1C=CC(=NC1)N1[C@@H]2CN[C@H](C1)C2